diborole B1=CC=C[B]1